N-[[6-(2-methylimidazo[1,2-a]pyridine-3-carboyl)-6-azaspiro[2.5]octan-2-yl]methyl]furo[2,3-c]pyridine-2-carboxamide CC=1N=C2N(C=CC=C2)C1C(=O)N1CCC2(C(C2)CNC(=O)C2=CC=3C(=CN=CC3)O2)CC1